OC=1C=C(C=CC1C)B(O)O 3-HYDROXY-4-METHYLPHENYLBORONIC ACID